C1(=CC=CC=C1)C1=CC(C(O1)=O)=O 5-phenyl-2,3-furandione